OC1=C(C=CC(=C1)O)C(C)(C)C1=CC(=CC(=C1)C(C)(C)C1=C(C=C(C=C1)O)O)C(C)(C)C1=C(C=C(C=C1)O)O α,α',α''-tris(2,4-dihydroxyphenyl)1,3,5-triisopropylbenzene